(3-hydroxypyrrolidin-1-yl)methanone OC1CN(CC1)C=O